Cl.C1(=CC=CC=C1)NC1=CC=CC=C1 diphenylamine hydrochloride salt